N[C@H](C)C1=CC=C2C(=N1)N(C(=C2)C2=NC1=C(N2C)C=C(C(=C1)C(=O)OC)F)CC(CC=C)(F)F methyl (R)-2-(6-(1-aminoethyl)-1-(2,2-difluoropent-4-en-1-yl)-1H-pyrrolo[2,3-b]pyridin-2-yl)-6-fluoro-1-methyl-1H-benzo[d]imidazole-5-carboxylate